tert-butyl 7-(2-((7-chloro-1,2,3,4-tetrahydroisoquinolin-6-yl)amino)-5-(trifluoromethyl)pyrimidin-4-yl)-2,3-dihydrothieno[2,3-f][1,4]thiazepine-4(5H)-carboxylate 1,1-dioxide ClC1=C(C=C2CCNCC2=C1)NC1=NC=C(C(=N1)C1=CC2=C(CN(CCS2(=O)=O)C(=O)OC(C)(C)C)S1)C(F)(F)F